europium oxide calcium borate B([O-])([O-])[O-].[Ca+2].[O-2].[Eu+3]